FC=1C=C(C(=NC1F)C1=CC=2N(C=C1)C=CN2)C=2C=NN(C2)CC2(CC2)C(F)(F)F 7-(5,6-Difluoro-3-(1-((1-(trifluoromethyl)cyclopropyl)methyl)-1H-pyrazol-4-yl)pyridin-2-yl)imidazo[1,2-a]pyridin